1-benzyl-6-(1-(4-fluorophenyl)-6-methyl-1H-indazol-5-yl)-4-((2-methyl-2H-1,2,3-triazol-4-yl)sulfonyl)piperazin-2-one C(C1=CC=CC=C1)N1C(CN(CC1C=1C=C2C=NN(C2=CC1C)C1=CC=C(C=C1)F)S(=O)(=O)C1=NN(N=C1)C)=O